((2S,5S)-9-fluoro-8-methyl-2,3-dihydro-2,5-methanopyrido[3,4-f][1,4]oxazepin-4(5H)-yl)(4-(trifluoromethyl)bicyclo[2.2.1]heptan-1-yl)methanone FC1=C(N=CC=2[C@H]3N(C[C@@H](OC21)C3)C(=O)C32CCC(CC3)(C2)C(F)(F)F)C